(trans)-2-(4-(bis(2-methoxy-2-oxoethyl)amino)styryl)-1,3,3-trimethyl-3H-indol COC(CN(C1=CC=C(/C=C/C2N(C3=CC=CC=C3C2(C)C)C)C=C1)CC(OC)=O)=O